C1(CC1)NC1=CC=C(C(=N1)F)C1=C(C=NN1C1COC1)C(=O)OCC Ethyl 5-[6-(cyclopropyl-amino)-2-fluoropyridin-3-yl]-1-(oxetan-3-yl)pyrazole-4-carboxylate